Br.CS methanethiol HBr